(E)-N-(4-methyl-5-(3-(2-(pyridin-2-yl)vinyl)-1H-indazol-6-yl)thiazol-2-yl)-2-(naphthalene-1-yl)acetamide CC=1N=C(SC1C1=CC=C2C(=NNC2=C1)\C=C\C1=NC=CC=C1)NC(CC1=CC=CC2=CC=CC=C12)=O